3,5-dimethyl-4-iodopyrazole CC1=NNC(=C1I)C